(S)-5-(((4-(3-chloro-4-(2-chloro-3-((4-(((2-hydroxyethyl)amino)methyl)-3-methoxypyridin-2-yl)amino)phenyl)pyridin-2-yl)-2-methoxybenzyl)amino)methyl)pyrrolidin-2-one ClC=1C(=NC=CC1C1=C(C(=CC=C1)NC1=NC=CC(=C1OC)CNCCO)Cl)C1=CC(=C(CNC[C@@H]2CCC(N2)=O)C=C1)OC